CC1(C(N(C2=CC=CC=C12)C1CCN(CC1)C([C@H](CCC1=CC=CC=C1)NC(=O)[C@H]1CNCCC1)=O)=O)C (R)-N-((S)-1-(4-(3,3-dimethyl-2-oxoindolin-1-yl)piperidin-1-yl)-1-oxo-4-phenylbutan-2-yl)piperidine-3-carboxamide